[Ni].C1(=CC=CC=C1)P(C1=C(C=CC=C1)C1=C(C=CC=C1)P(C1=CC=CC=C1)C1=CC=CC=C1)C1=CC=CC=C1 2,2'-bis(diphenylphosphino)biphenyl nickel (0)